BrC1=CC=C(C=C1)C=1NC2=CC=C(C=C2C1CCC(=O)O)C 3-[2-(4-bromophenyl)-5-methyl-1H-indol-3-yl]propionic acid